2-phenoxybenzene O(C1=CC=CC=C1)C1=CC=CC=C1